C(C)(=O)N1CCC(CC1)C(C)(O)C1=CC(=C2C(N(C(C2=C1)=O)CC1=NC=C(C=C1)Cl)(O)C1=CC=C(C=C1)Cl)F 6-[1-(1-Acetylpiperidin-4-yl)-1-hydroxyethyl]-3-(4-chlorophenyl)-2-[(5-chloropyridin-2-yl)methyl]-4-fluoro-3-hydroxy-2,3-dihydro-1H-isoindol-1-on